ClCC1=C(C=CC(=C1)Br)NS(=O)(=O)C1=CC=C(C=C1)C N-(2-(chloromethyl)4-bromophenyl)-4-methylbenzenesulfonamide